FC=1C=CC=2C3=C(C=NC2C1)N(C(C31CC(C1)N(C1=CC=CC=C1)C)=O)C 7'-Fluoro-3'-methyl-3-(methyl(phenyl)amino)-2'-oxo-2',3'-dihydrospiro[cyclobutane-1,1'-pyrrolo[2,3-c]quinolin]